N-(2-(2-(cyclopropanesulfonamido)thiazol-4-yl)propan-2-yl)-4-(5-fluoropyridin-3-yl)benzamide C1(CC1)S(=O)(=O)NC=1SC=C(N1)C(C)(C)NC(C1=CC=C(C=C1)C=1C=NC=C(C1)F)=O